(S)-7-(4-(5-fluoro-2-((tetrahydro-2H-pyran-4-yl)oxy)phenyl)piperidin-1-yl)-2-(oxazol-2-yl)-5-oxa-2-azaspiro[3.4]octane FC=1C=CC(=C(C1)C1CCN(CC1)[C@@H]1COC2(CN(C2)C=2OC=CN2)C1)OC1CCOCC1